C(C)N(C1=CC(=C(C=C1)C(C1=CC=C(C=C1)N(CC)CC)C1=C(C=C(C=C1)N(CC)CC)C)C)CC bis(4-diethylamino-2-methylphenyl)-(4-diethylaminophenyl)methane